CC1(NC2=C(OC1)C=C(C=C2[N+](=O)[O-])C(=O)OC)C methyl 3,3-dimethyl-5-nitro-3,4-dihydro-2H-benzo[b][1,4]oxazine-7-carboxylate